4-[4-(3-Adamantan-1-yl-ureido)-cyclohexyl-oxy]-benzoic acid C12(CC3CC(CC(C1)C3)C2)NC(NC2CCC(CC2)OC2=CC=C(C(=O)O)C=C2)=O